C[C@H]1CN[C@@H]2[C@H](O1)CC=1C=C(C=CC12)C(C(F)(F)F)(F)F (2S,4aS,9aR)-2-methyl-7-(perfluoroethyl)-2,3,4,4a,9,9a-hexahydroindeno[2,1-b][1,4]oxazine